C(C)OC(=O)C1=NON=C1OC1=CC=C(C=C1)C1C#C1 4-(4-(3-Cycloprop-1-ynyl)phenoxy)-1,2,5-oxadiazole-3-carboxylic acid ethyl ester